C(C=C)(=O)N1[C@H](CN(CC1)C1=NC=NC=2C[C@@]3(CCC12)CCC1=CC=CC=C13)CC#N 2-((S)-1-acryloyl-4-((S)-2,3,5',8'-tetrahydro-6'H-spiro[indene-1,7'-quinazolin]-4'-yl)piperazin-2-yl)acetonitrile